ethyl [(1,5-diphenyl-1H-pyrazol-3-yl)oxy]acetate C1(=CC=CC=C1)N1N=C(C=C1C1=CC=CC=C1)OCC(=O)OCC